N-[(1R,3S)-3-{[6-methyl-2-(trifluoromethyl)quinolin-4-yl]amino}cyclohexyl]-2-oxo-2,3-dihydropyridine-4-carboxamide CC=1C=C2C(=CC(=NC2=CC1)C(F)(F)F)N[C@@H]1C[C@@H](CCC1)NC(=O)C=1CC(N=CC1)=O